C(C1=CC=CC=C1)C1(CC(=NO1)COCC1=CC(=CC=C1)Br)C(=O)OC methyl 5-benzyl-3-(((3-bromobenzyl)oxy)methyl)-4,5-dihydroisoxazole-5-carboxylate